1-[[2-(2,6-dioxo-3-piperidyl)-1-oxo-isoindolin-5-yl]methyl]-3-[4-[[(1R,3R)-3-(aminomethyl)cyclopentyl]methoxy]phenyl]urea O=C1NC(CCC1N1C(C2=CC=C(C=C2C1)CNC(=O)NC1=CC=C(C=C1)OC[C@H]1C[C@@H](CC1)CN)=O)=O